ClC1=C(C(=CC=C1)F)N1N=CC=2C=NC(=CC21)NC2=NC=NC(=C2)N2CCOCC2 1-(2-chloro-6-fluorophenyl)-N-(6-morpholinopyrimidin-4-yl)-1H-pyrazolo[4,3-c]pyridin-6-amine